C1(=CC(=CC=C1)C(=O)C1=C(C(=C(C(=C1C=CC1=CC=C(O)C=C1)C(=O)C=1C=C(C=CC1)C)O)C(=O)C=1C=C(C=CC1)C)O)C tris(m-toluoyl)resveratrol